FC(CS(=O)(=O)C)(C(C)(F)F)F 2,2,3,3-tetrafluoro-1-(methylsulfonyl)butane